4-(2-((6-((4-ethylpiperazin-1-yl)methyl)pyridin-3-yl)amino)-4-methoxy-7H-pyrrolo[2,3-d]pyrimidin-5-yl)phenol C(C)N1CCN(CC1)CC1=CC=C(C=N1)NC=1N=C(C2=C(N1)NC=C2C2=CC=C(C=C2)O)OC